S1(=NCCCC=C1)=O 4,5-dihydro-3H-1λ6,2-thiazepine 1-oxide